1H-imidazole-3-ium tetrafluoroborate F[B-](F)(F)F.N1C=[NH+]C=C1